1-((2R,4S)-4-fluoropyrrolidin-2-yl)-N,N-dimethyl-methylamine F[C@H]1C[C@@H](NC1)CN(C)C